3-(2-(5-oxo-3,4,5,6-tetrahydropyrido[2,3-d]pyridazin-1(2H)-yl)ethoxy)propane O=C1C2=C(C=NN1)N(CCC2)CCOCCC